S-benzoyl-thiohydroxylamine C(C1=CC=CC=C1)(=O)SN